[2H]OC(=O)C(=O)O[2H] oxalic acid-d2